ClC1=CC=C2C(=N1)N=C(O2)N2CCN(CC2)C(=O)C=2C=NC(=C(C2)C)C=2N=NN(C2)CC(C)(C)C (4-(5-chlorooxazolo[4,5-b]pyridin-2-yl)piperazin-1-yl)(5-methyl-6-(1-neopentyl-1H-1,2,3-triazol-4-yl)pyridin-3-yl)methanone